C(C)(C)(C)N1C=C(C2=C1N=CN=C2Cl)C2=NOC(=C2)C2CC2 3-(7-(tert-butyl)-4-chloro-7H-pyrrolo[2,3-d]pyrimidin-5-yl)-5-cyclopropylisoxazole